S1N=C(C2=C1C=CC=C2)N2[C@@H](CN(CC2)CC[C@@H]2CC[C@H](CC2)NC(N(C)C)=O)C#N 3-(trans-4-(2-((S)-4-(benzo[d]isothiazol-3-yl)-3-cyanopiperazin-1-yl)ethyl)cyclohexyl)-1,1-dimethylurea